C(#N)C1CN(C1)S(=O)(=O)N[C@@H]1C[C@@H](C1)N(C=1C2=C(N=CN1)NC=C2)C 3-cyano-N-{cis-3-[methyl-(7H-pyrrolo[2,3-d]pyrimidin-4-yl)amino]cyclobutyl}-azetidine-1-sulfonamide